3-hydroxy-4-methoxy-4-(3-oxo-3-(pyridin-3-yl)prop-1-yn-1-yl)piperidine-1-carboxylate OC1CN(CCC1(C#CC(C=1C=NC=CC1)=O)OC)C(=O)[O-]